ClC1=NC(=C2C(=N1)N(N=C2)[C@H]2[C@@H]([C@@H]([C@H](O2)CO[C@](COC)(C)P(O)(O)=O)O)O)NCC2CC2 ((R)-2-(((2R,3S,4R,5R)-5-(6-chloro-4-((cyclopropylmethyl)amino)-1H-pyrazolo[3,4-d]pyrimidin-1-yl)-3,4-dihydroxytetrahydrofuran-2-yl)methoxy)-1-methoxypropan-2-yl)phosphonic acid